4-[[(Hexylamino)carbonyl]amino]-N-[4-[2-[[(2S)-2-hydroxy-3-(4-hydroxyphenoxy)propyl]amino]ethyl]phenyl]benzenesulfonamide C(CCCCC)NC(=O)NC1=CC=C(C=C1)S(=O)(=O)NC1=CC=C(C=C1)CCNC[C@@H](COC1=CC=C(C=C1)O)O